NC1=C(C(=NN1C(CO)(C)C)C1=CC=C(C=C1)CC(NC1=CC(=NO1)C12CC(C1)(C2)C)=O)C(=O)N 5-Amino-1-(1-hydroxy-2-methylpropan-2-yl)-3-(4-[[(3-[3-methylbicyclo[1.1.1]pentan-1-yl]-1,2-oxazol-5-yl)carbamoyl]methyl]phenyl)pyrazole-4-carboxamide